C12COCC(CC1)N2C2=NC=C(C(=C2)N)Cl 2-(3-oxa-8-azabicyclo[3.2.1]octan-8-yl)-5-chloropyridin-4-amine